Cl.ClC=1C=C(C=CC1Cl)N1CCC=CC1 (3,4-dichloro-phenyl)-1,2,3,6-tetrahydro-pyridine hydrochloride